C(C1=CC=CC=C1)(=O)O[C@@H]1[C@H]([C@H]([C@H](O[C@@]12CCCO2)CO)O)N2N=NC(=C2)C2=CC(=C(C(=C2)F)F)F (5S,7R,8R,9S,10R)-8-hydroxy-7-(hydroxymethyl)-9-(4-(3,4,5-trifluorophenyl)-1H-1,2,3-triazol-1-yl)-1,6-dioxaspiro[4.5]dec-10-yl benzoate